NC=1C=2N(C=CN1)C(=NC2C=2NC1=CC(=CC=C1C2)C(=O)NC)C(C)C 2-(8-amino-3-isopropyl-imidazo[1,5-a]pyrazin-1-yl)-N-methyl-1H-indole-6-carboxamide